(1-((6-chloro-1-(oxetan-3-yl)-1H-pyrrolo[2,3-b]pyridin-4-yl)methyl)pyrrolidin-2-yl)methanol ClC1=CC(=C2C(=N1)N(C=C2)C2COC2)CN2C(CCC2)CO